C(C)OC(=O)C=1N(C(=C2C1CCC2=O)CC)CC ethyl-2-Ethyl-4-oxo-2,4,5,6-tetrahydrocyclopenta[c]pyrrole-1-carboxylic acid ethyl ester